CNC1=CC=C(C=C1)C=1SC2=C(N1)C=CC=C2 2-(4'-methylaminophenyl)benzothiazole